tert-butyl 4-[4-({[2-chloro-4-(trifluoromethyl)phenyl]carbamoyl}methyl)-2-(3,4-dihydro-1H-2-benzopyran-6-yl)-5-ethyl-7-oxo-[1,2,4]triazolo[1,5-a]pyrimidin-6-yl]piperazine-1-carboxylate ClC1=C(C=CC(=C1)C(F)(F)F)NC(=O)CN1C=2N(C(C(=C1CC)N1CCN(CC1)C(=O)OC(C)(C)C)=O)N=C(N2)C=2C=CC1=C(CCOC1)C2